5-(2-(2-(1-adamantyl)-2-propoxycarbonyl)-2-propoxycarbonyl)-bicyclo[2.2.1]hept-2-ene C12(CC3CC(CC(C1)C3)C2)C(C)(C)OC(=O)C(C)(C)OC(=O)C2C3C=CC(C2)C3